N-methyl-N-(1-methyl-1H-pyrazol-4-yl)-6-(4-(trifluoromethyl)phenyl)pyrazine-2-carboxamide CN(C(=O)C1=NC(=CN=C1)C1=CC=C(C=C1)C(F)(F)F)C=1C=NN(C1)C